((S)-4,4-dimethyl-1-oxo-1-(2-(((S)-2-oxopyrrolidin-3-yl)methyl)hydrazineyl)pentan-2-yl)-5-methylisoxazole-3-carboxamide CC(C[C@H](C(NNC[C@H]1C(NCC1)=O)=O)C=1C(=NOC1C)C(=O)N)(C)C